C(C)(C)(C)OC(=O)C1CCC(CC1)NC(CCOCCOCCOCCNC(=O)[C@@H]1[C@H](N(C(C1)=O)C)C=1C=NC=CC1)=O (1s,4s)-4-(1-((2s,3s)-1-methyl-5-oxo-2-(pyridin-3-yl)pyrrolidin-3-yl)-1-oxo-5,8,11-trioxa-2-aza-tetradecane-14-amido)cyclohexane-1-carboxylic acid tert-butyl ester